C[C@@H]1N(CC[C@@H]1N(C=1C=CC=2N=CN=C(C2N1)NC1=CC(=C(C=C1)OC1=CC2=C(N(N=N2)C)C=C1)C)C)C(C=C)=O 1-((2S,3S)-2-methyl-3-(methyl(4-((3-methyl-4-((1-methyl-1H-benzo[d][1,2,3]triazol-5-yl)oxy)phenyl)amino)pyrido[3,2-d]pyrimidin-6-yl)amino)pyrrolidin-1-yl)prop-2-en-1-one